N-ACETYLHISTAMINE CC(=O)NCCC1=CN=CN1